CN1C(=NC=C1)C=1SC2=C(N1)C=C(C=C2)[C@@H]2NC[C@H](CC2)C 2-(1-methyl-1H-imidazol-2-yl)-5-((2R,5S)-5-methylpiperidin-2-yl)benzo[d]thiazole